ClC=1C=CC2=C(N=C(N=C2C2=CC=C(C=C2)C)C(C(F)(F)F)(F)F)N1 7-chloro-2-(perfluoroethyl)-4-(p-tolyl)pyrido[2,3-d]pyrimidine